(3-cyclopropyl-cyclobutyl)methanamine C1(CC1)C1CC(C1)CN